(R)-5-amino-4-(5-bromo-4-fluoro-1-oxoisoindolin-2-yl)-5-oxopentanoic acid tert-butyl ester C(C)(C)(C)OC(CC[C@H](C(=O)N)N1C(C2=CC=C(C(=C2C1)F)Br)=O)=O